(s)-1-(4-(5-chloropyrimidin-2-yl)piperazin-1-yl)-3-(1-hydroxypropan-2-yloxy)propan-1-one ClC=1C=NC(=NC1)N1CCN(CC1)C(CCO[C@H](CO)C)=O